C(C)(C)(C)[C@]12CN(C[C@H]2[C@H]1C1=NOC(=C1)C)C(=O)OCC(N(CC(=O)O)P)(CO)CO phosphinotricine tert-butyl-(1R,5S,6r)-6-(5-methylisoxazol-3-yl)-3-azabicyclo[3.1.0]hexane-3-carboxylate